5-(6-amino-9H-purin-9-yl)-4-hydroxytetrahydrofuran-3-yl O-(2-chlorophenyl)-N-(((4-(2-(4-fluorophenyl)acetamido)benzyl)oxy)carbonyl)-L-serinate ClC1=C(C=CC=C1)OC[C@H](NC(=O)OCC1=CC=C(C=C1)NC(CC1=CC=C(C=C1)F)=O)C(=O)OC1COC(C1O)N1C2=NC=NC(=C2N=C1)N